NC1=CC(=C(C=C1)/N=N/C1=CC=C(N(C)C)C=C1)OC (E)-4-((4-Amino-2-methoxyphenyl)diazenyl)-N,N-dimethylaniline